(R)-4-((3,4-dioxo-2-((2,6,6-trimethyl-4,5,6,7-tetrahydrobenzofuran-7-yl)amino)cyclobut-1-en-1-yl)amino)-N-ethyl-3-hydroxy-N-methylpicolinamide O=C1C(=C(C1=O)NC1=C(C(=NC=C1)C(=O)N(C)CC)O)N[C@@H]1C(CCC=2C=C(OC21)C)(C)C